COC=1C=C(CN(C(=O)OCOCCC(CCOCOC(=O)N(CC2=CC=C(C=C2)N(C)C)CC2=CC(=CC=C2)OC)N(C)C)CC2=CC=C(C=C2)N(C)C)C=CC1 1-{[(3-methoxybenzyl)(4-dimethylaminobenzyl)amino]carbonyloxymethoxy}-5-{[(3-methoxybenzyl)(4-dimethylaminobenzyl)amino]carbonyloxymethoxy}-3-(dimethylamino)pentane